N-(2-chloro-8-(3-chloro-1-methyl-1H-pyrazol-4-yl)imidazo[1,2-b]pyridazin-7-yl)-N'-(5-cyanopyridin-3-yl)urea ClC=1N=C2N(N=CC(=C2C=2C(=NN(C2)C)Cl)NC(=O)NC=2C=NC=C(C2)C#N)C1